CN(NC(=O)[C@H]1N2C(N([C@H](CC1)C2)OS(=O)(=O)O)=O)C.[Na] sodium (2S,5R)-N',N'-dimethyl-7-oxo-6-(sulfooxy)-1,6-diazabicyclo[3.2.1]octane-2-carbohydrazide